1,1-dioxidothietan-3-yl-(4-(1-(4-bromobenzoyl)-5-(pyridin-2-yl)-4,5-dihydro-1H-pyrazol-3-yl)-phenyl)-carbamate O=S1(CC(C1)N(C([O-])=O)C1=CC=C(C=C1)C1=NN(C(C1)C1=NC=CC=C1)C(C1=CC=C(C=C1)Br)=O)=O